N-(2-amino-3-fluoro-4-((pyridin-4-ylmethyl)amino)phenyl)heptanamide NC1=C(C=CC(=C1F)NCC1=CC=NC=C1)NC(CCCCCC)=O